4-[1-(4-fluoro-3-methoxy-phenyl)-4-(methoxymethyloxy)-2-tetrahydropyran-4-yl-indol-3-yl]benzoic acid FC1=C(C=C(C=C1)N1C(=C(C2=C(C=CC=C12)OCOC)C1=CC=C(C(=O)O)C=C1)C1CCOCC1)OC